Propenediol C(=CC)(O)O